N(=[N+]=[N-])C1CCC2=C(N(C1=O)C)N=CC=N2 7-azido-5-methyl-8,9-dihydro-5H-pyrazino[2,3-b]azepin-6(7H)-one